N1=CN=C2N=CN(C2=C1)C(=O)N purine-7-carboxamide